ONC(C(=C)CNC=1C=C(C2=C(CCO2)C1CO)C1=CC=C(C=C1)OC(F)(F)F)=O N-Hydroxy-2-(((4-(hydroxymethyl)-7-(4-(trifluoromethoxy)phenyl)-2,3-dihydrobenzofuran-5-yl)amino)methyl)acrylamide